5-(2,2-Dimethyltetrahydro-2H-pyran-4-yl)-1H-indole-2-carbaldehyde CC1(OCCC(C1)C=1C=C2C=C(NC2=CC1)C=O)C